(6aR)-8-acryloyl-4-chloro-1-(3,3-difluoro-5',5'-dimethyl-[1,3'-bipyrrolidinyl]-1'-yl)-3-(2-fluorophenyl)-6,6a,7,8,9,10-hexahydro-12H-pyrazino[2,1-c]pyrido[3,4-f][1,4]oxazepin-12-one C(C=C)(=O)N1C[C@@H]2COC3=C(C(N2CC1)=O)C(=NC(=C3Cl)C3=C(C=CC=C3)F)N3CC(CC3(C)C)N3CC(CC3)(F)F